FC=1C(=CC(=C(C1)N1C(=C(C=2N=CN=C(C21)NCC2=CC=C(C=C2)OC)C)C2=CC=C(N)C=C2)C)OC2=NC=CC(=N2)C 4-(5-{5-fluoro-2-methyl-4-[(4-methylpyrimidin-2-YL)oxy]phenyl}-4-{[(4-methoxyphenyl)methyl]amino}-7-methylpyrrolo[3,2-d]pyrimidin-6-YL)aniline